9-[5-[5-[(1R)-1-(3,5-dichloro-4-pyridyl)ethoxy]-1H-indazol-3-yl]-3-fluoro-2-pyridyl]-1-methyl-1,4,9-triazaspiro[5.5]undecan-5-one ClC=1C=NC=C(C1[C@@H](C)OC=1C=C2C(=NNC2=CC1)C=1C=C(C(=NC1)N1CCC2(C(NCCN2C)=O)CC1)F)Cl